methyl 2'-chloro-5'-methoxy-3-((phenoxycarbonyl)amino)-[1,1'-biphenyl]-4-carboxylate ClC1=C(C=C(C=C1)OC)C1=CC(=C(C=C1)C(=O)OC)NC(=O)OC1=CC=CC=C1